OC1=C(C(=O)O)C(=CC(=C1O)O)O 2,3,4,6-tetrahydroxybenzoic acid